6-bromo-2,3-dihydro-1H-benzo[de]isoquinolin-1-one BrC=1C=CC=2CNC(C3=CC=CC1C23)=O